N-((5-(hydrazinecarbonyl)pyridin-2-yl)methyl)-N-phenyl-3-(pyrrolidin-1-yl)propane-1-sulfonamide N(N)C(=O)C=1C=CC(=NC1)CN(S(=O)(=O)CCCN1CCCC1)C1=CC=CC=C1